6-oxo-1-phenyl-1,6-dihydro-[2,2'-bipyridine]-5-carboxylic acid O=C1C(=CC=C(N1C1=CC=CC=C1)C1=NC=CC=C1)C(=O)O